5-Methoxy-1,3-benzodioxole COC1=CC2=C(OCO2)C=C1